C(C)C1(C=CC=C1)[Co]C1(C=CC=C1)CC di(ethylcyclopentadienyl)cobalt